C(C)N1C(NC2=C(C1=O)N=CC(=C2)CN2CCN(CC2)C=2C=CC(=NC2OC)C(=O)NC)=O 5-(4-((3-ethyl-2,4-dioxo-1,2,3,4-tetrahydropyrido[3,2-d]pyrimidin-7-yl)methyl)piperazin-1-yl)-6-methoxy-N-methylpyridinecarboxamide